CN(C1=NC(N(C2=CC(=CC=C12)C(F)(F)F)CC1=C(N=CN1)C)=O)C 4-(Dimethylamino)-1-((4-methyl-1H-imidazol-5-yl)methyl)-7-(trifluoromethyl)quinazolin-2(1H)-one